C1(CC1)CC1=CC=C(C(=O)OC)C=C1 methyl 4-(cyclopropylmethyl)benzoate